C[P](C)(C)C tetramethylphosphorus